CC=1C=CC=2N(C3=CC=C(C=C3C2C1)C)C1=CC=C(C=C1)C=1C(=NC(=CC1C1=C(C=CC=C1)C1=NC(=NC(=N1)C1=CC=CC=C1)C1=CC=CC=C1)C1=CC=C(C=C1)N1C2=CC=C(C=C2C=2C=C(C=CC12)C)C)C1=CC=C(C=C1)N1C2=CC=CC=C2C=2C=C(C=CC12)C#N 9-(4-(3,6-bis(4-(3,6-dimethyl-9H-carbazol-9-yl)phenyl)-4-(2-(4,6-diphenyl-1,3,5-triazin-2-yl)phenyl)pyridin-2-yl)phenyl)-9H-carbazole-3-carbonitrile